ethyl 2-hydroxybenzoate OC1=C(C(=O)OCC)C=CC=C1